3,4',4-tricarboxyl-biphenyl C(=O)(O)C=1C=C(C=CC1C(=O)O)C1=CC=C(C=C1)C(=O)O